C(C1=CC=CC=C1)C1=NC(=NN1)C(=O)N[C@H]1CCC2=C(N(C1=O)C)C=C(C=C2)C#CC=2C=NC=CC2 (S)-5-Benzyl-N-(1-methyl-2-oxo-8-(pyridin-3-ylethynyl)-2,3,4,5-tetrahydro-1H-benzo[b]azepin-3-yl)-1H-1,2,4-triazole-3-carboxamide